3-methoxy-N-methyl-4-{[3-(4-{[(1S,4S)-4-cyanocyclohexyl]amino}-1-(2,2,2-trifluoroethyl)-1H-indol-2-yl)prop-2-yn-1-yl]amino}benzamide COC=1C=C(C(=O)NC)C=CC1NCC#CC=1N(C2=CC=CC(=C2C1)NC1CCC(CC1)C#N)CC(F)(F)F